CC1=C(C=CC(=C1)C)C1=NC=NC=N1 6-(2,4-dimethyl-phenyl)-s-triazine